N-[7-benzyloxy-5-fluoro-6-(1,1,4-trioxo-1,2,5-thiadiazolidin-2-yl)-2-naphthyl]-2-[4-[1-(2,6-dioxo-3-piperidyl)-3-methyl-2-oxo-benzimidazol-5-yl]-3-methyl-phenyl]acetamide C(C1=CC=CC=C1)OC1=C(C(=C2C=CC(=CC2=C1)NC(CC1=CC(=C(C=C1)C1=CC2=C(N(C(N2C)=O)C2C(NC(CC2)=O)=O)C=C1)C)=O)F)N1S(NC(C1)=O)(=O)=O